C(C)(C)(C1=CC(=C(C=C1)O)C(C)(C)C)C1=CC(=C(C=C1)O)C(C)(C)C 4,4'-Isopropyliden-bis-(2-tert-butylphenol)